ClC1=NC=C(C(=N1)NCCC)C 2-chloro-5-methyl-N-propylpyrimidin-4-amine